4,6-dichloro-1H-pyrazolo[3,4-B]pyridine ClC1=C2C(=NC(=C1)Cl)NN=C2